diazoamino-benzene N(N=NC1=CC=CC=C1)C1=CC=CC=C1